CN(C[C@@H](C)OC1=C2C(=NC=NC2=CC(=C1)N1CC2N(C(C1)C2)C(C)=O)NC=2C(=C1C=CC=NC1=CC2)F)C 1-(3-(5-(((R)-1-(dimethylamino)propan-2-yl)oxy)-4-((5-fluoroquinolin-6-yl)amino)quinazolin-7-yl)-3,6-diazabicyclo[3.1.1]heptan-6-yl)ethan-1-one